CN1CCN(CC1)C[Si](C1=C(C=C)C=CC=C1)(OCC)OCC 2-[(4-methylpiperazine-1-yl)methyldiethoxysilyl]styrene